C(#N)C1NCC2=CC(=CC(=C12)C1=CC=C(C=C1)F)C(=O)NC cyano-7-(4-fluorophenyl)-N-methylisoindoline-5-carboxamide